OCCN1C(=O)N(C(=O)N(C1=O)CCO)CCO 1,3,5-tris(2'-hydroxyethyl)isocyanuric acid